(S)-7-((5-(2-(methoxymeth-yl)morpholino)pyridin-2-yl)amino)-4-(7-methyl-7H-pyrrolo[2,3-d]pyrimidin-4-yl)isoindolin-1-one COC[C@H]1OCCN(C1)C=1C=CC(=NC1)NC=1C=CC(=C2CNC(C12)=O)C=1C2=C(N=CN1)N(C=C2)C